3-(methylphosphino)propanal CPCCC=O